C(N)(=O)[C@H]1N2C(N[C@H](CC1C)C2)=O (2S,5R)-2-carbamoyl-3-methyl-7-oxo-1,6-diazabicyclo[3.2.1]Octane